COC1=CC=C(CN2C(C3C(C=4C=CC(=CC24)OCC2=CC=C(C=C2)OC)C3)=O)C=C1 3-(4-methoxybenzyl)-5-((4-methoxybenzyl)oxy)-1,1a,3,7b-tetrahydro-2H-cyclopropa[c]quinolin-2-one